4-(7-chloro-8-fluoro-2-(((2R,7aS)-2-fluorohexahydro-1H-pyrrolizin-7a-yl)methoxy)pyrido[4,3-d]pyrimidin-4-yl)-6-methyl-1,4-oxazepan-6-ol ClC1=C(C=2N=C(N=C(C2C=N1)N1CCOCC(C1)(O)C)OC[C@]12CCCN2C[C@@H](C1)F)F